tert-butyl 4-(N'-hydroxycarbamimidoyl)-4-methylpiperidine-1-carboxylate tert-Butyl-4-cyano-4-methyl-piperidine-1-carboxylate C(C)(C)(C)OC(=O)N1CCC(CC1)(C)C#N.ON=C(N)C1(CCN(CC1)C(=O)OC(C)(C)C)C